O1COC2=C1C=CC=C2C=2N(C(=NN2)C=2C(=NC=C(C2)Cl)OC(F)F)C 3-(5-(benzo[d][1,3]dioxol-4-yl)-4-methyl-4H-1,2,4-triazol-3-yl)-5-chloro-2-(difluoromethoxy)pyridine